N(=[N+]=[N-])C[C@@H]1[C@H]([C@@H]([C@H](C(=O)O1)O)O)O 6-azido-6-deoxy-glucono-1,5-lactone